C(C)(C)(C)CC(C(=O)OO)(C)C.C(C(C)(C)C)(=O)OOC(C)(C)C t-butyl peroxypivalate (t-butylperoxy pivalate)